N1(CCCCC1)C(=O)OCOC1=COC(=CC1=O)CN1CC2=CC=CC=C2C1 ((6-(isoindolin-2-ylmethyl)-4-oxo-4H-pyran-3-yloxy) methyl) piperidine-1-carboxylate